CC1=CC2CN(C12)C1=CC=CC=C1 6-methyl-2-phenyl-2-azabicyclo[2.2.0]hex-5-ene